acrylic acid aluminum [Al].C(C=C)(=O)O